CN1[C@@H](CCC1)COC1=NC2=CC(=CC=C2C=C1CC#N)C1=CC=CC=2CCCCC12 ((S)-1-methylpyrrolidin-2-yl)methoxyl-7-(5,6,7,8-tetrahydronaphthalen-1-yl)quinoline-3-acetonitrile